FC1(CCOCC1)F (R)-4,4-difluorotetrahydro-2H-pyran